prop-2-en-1-yl 2-[(3R)-1-[6-(5-{[(6-chloropyrimidin-4-yl)oxy]methyl}-1-methyl-1H-1,2,3-triazol-4-yl)-2-ethylpyridin-3-yl]piperidin-3-yl]acetate ClC1=CC(=NC=N1)OCC1=C(N=NN1C)C1=CC=C(C(=N1)CC)N1C[C@H](CCC1)CC(=O)OCC=C